C12(CC3CC(CC(C1)C3)C2)NC(NCCCCCCCCCCCC(=O)O)=O 12-(3-adamant-1-ylureido)dodecanoic acid